C1(CCCC1)N1C(=NC(=C1)C=1C(=C(C=CC1)S(=O)(=O)N)O)C(=O)N1CC2(C1)CNC2 1-cyclopentyl-2-(2,6-diazaspiro[3.3]heptane-2-carbonyl)-1H-imidazol-4-yl-2-hydroxybenzenesulfonamide